C(N)(=N)C1=CC=C(C=C1)CSC1=C(C(=NN1C(=O)C=1SC=CC1)C1N(C(C1)=O)C(=O)N(C)C)OC 2-(5-{[(4-carbamimidoylphenyl)methyl]sulfanyl}-4-methoxy-1-(thiophene-2-carbonyl)-1H-pyrazol-3-yl)-N,N-dimethyl-4-oxoazetidine-1-carboxamide